C(N)(=O)C1=NC=CC(=C1)C=1SC(=C(N1)C)C(=O)O 2-(2-carbamoylpyridin-4-yl)-4-methylthiazole-5-carboxylic acid